2-(3-(3,5-difluoro-6-(((3S,4S)-4-fluoropyrrolidin-3-yl)amino)pyridin-2-yl)imidazo[1,2-a]pyrazin-6-yl)isothiazolidine 1,1-dioxide FC=1C(=NC(=C(C1)F)N[C@H]1CNC[C@@H]1F)C1=CN=C2N1C=C(N=C2)N2S(CCC2)(=O)=O